2-(2-(aminooxy)acetamido)propanamide NOCC(=O)NC(C(=O)N)C